N1=C(N=CC2=CC=CC=C12)N QUINAZOLINEAMINE